CC(COC(NCCCCCCNC(OCC(C=C(C(=O)[O-])C)(C)C)=O)=O)C=C(C(=O)[O-])C trimethyl-4,13-dioxo-3,14-dioxa-5,12-diazahexadecan-1,16-diyl-bis(2-methyl acrylate)